tert-butyl 6-((3-cyano-6-(piperidin-1-yl)pyrazin-2-yl)amino)-3,4-dihydroisoquinoline-2(1H)-carboxylate C(#N)C=1C(=NC(=CN1)N1CCCCC1)NC=1C=C2CCN(CC2=CC1)C(=O)OC(C)(C)C